C(C#CC)OC1=CC=C(C#N)C=C1 4-(but-2-yn-1-yloxy)benzonitrile